O=C1NC(CCC1C1=NN(C2=C(C=CC=C12)N1CCN(CC1)C(=O)OC(C)(C)C)C)=O tert-butyl 4-[3-(2,6-dioxo-3-piperidyl)-1-methyl-indazol-7-yl]piperazine-1-carboxylate